2-[4-(2-methyl-4-pyridyl)pyrrolo[3,2-c]pyridin-1-yl]-N-(5-pyrazin-2-yl-2-pyridyl)acetamide CC1=NC=CC(=C1)C1=NC=CC2=C1C=CN2CC(=O)NC2=NC=C(C=C2)C2=NC=CN=C2